NC1=NC=2C=CC(=CC2C2=C1[C@H](OC2)C)C(=O)N(CC2=NC=C(C=C2)C#N)CC2(CC2)C#N (3R)-4-amino-N-((1-cyanocyclopropyl)methyl)-N-((5-cyano-2-pyridinyl)methyl)-3-methyl-1,3-dihydrofuro[3,4-c]quinoline-8-carboxamide